ClC1=C(N=C(N=N1)OC1=C(C=C(C=C1)F)C(N(C(C(F)(F)F)C)C(C)C)=O)N1CC2(C1)CCN(CC2)C(=O)OC(C)(C)C tert-Butyl 2-(6-chloro-3-(4-fluoro-2-(isopropyl(1,1,1-trifluoropropan-2-yl)carbamoyl)phenoxy)-1,2,4-triazin-5-yl)-2,7-diazaspiro[3.5]nonane-7-carboxylate